C(C)OC(C)N1N=CC(=C1)C=1N=CC=2N(C1O[C@H](C(F)(F)F)C)N=C(N2)N[C@@H]2[C@@H](COCC2)F 6-(1-(1-ethoxyethyl)-1H-pyrazol-4-yl)-N-((3S,4S)-3-fluorotetrahydro-2H-pyran-4-yl)-5-(((s)-1,1,1-trifluoropropan-2-yl)oxy)-[1,2,4]triazolo[1,5-a]pyrazin-2-amine